C(C1=CC=CC=C1)OC=1C(=CC(=NC1)OC1=C(C=C(C=C1Cl)N1N=C(C(NC1=O)=O)C(F)F)Cl)SCC 2-[4-[(5-benzyloxy-4-ethylsulfanyl-2-pyridinyl)oxy]-3,5-dichloro-phenyl]-6-(difluoromethyl)-1,2,4-triazine-3,5-dione